C(#N)C1=C(C=NC=C1)C1=CC(=C(C=C1)NC(=O)C1=NC(=NC=C1)C1=C(C=CC=C1OC)F)N1CCN(CC1)C(CCCCCNC=1C=C2C(N(C(C2=CC1)=O)C1C(NC(CC1)=O)=O)=O)=O N-(4-(4-cyanopyridin-3-yl)-2-(4-(6-((2-(2,6-dioxopiperidin-3-yl)-1,3-dioxoisoindolin-5-yl)amino)hexanoyl)piperazin-1-yl)phenyl)-2-(2-fluoro-6-methoxyphenyl)pyrimidine-4-carboxamide